5-oxo-5,8-dihydro-6H-pyrano[3,4-b]pyridine 1-oxide O=C1COCC2=[N+](C=CC=C21)[O-]